[6-(3-cyclopropyl-1,2,4-triazol-1-yl)-2-azaspiro[3.3]heptan-2-yl]-[6-[[1-(2,2,2-trifluoroethyl)pyrazol-3-yl]methyl]-2,6-diazaspiro[3.3]heptan-2-yl]methanone C1(CC1)C1=NN(C=N1)C1CC2(CN(C2)C(=O)N2CC3(C2)CN(C3)CC3=NN(C=C3)CC(F)(F)F)C1